FC1(CCN(CC1)C1=CC=C(C(=O)O)C=C1)CO 4-(4-fluoro-4-(hydroxymethyl)piperidin-1-yl)benzoic acid